(1-naphthyl)-N-methylcarbamate C1(=CC=CC2=CC=CC=C12)OC(NC)=O